C(C)[C@H]1[C@@H](C1)NC1=CC(N(C2=CC=C(C=C12)[N+](=O)[O-])C)=O |r| rac-4-(((1R,2R)-2-ethylcyclopropyl)amino)-1-methyl-6-nitroquinolin-2(1H)-one